ClC1=C(C(=CC=C1)C1=NC2=C(N1)C=C(C(=C2)OC)F)C=2C(=CC(=CC2)C(=O)NC(C2CC2)C2=CC=C(C=C2)Cl)C(=O)NS(=O)(=O)C 2'-chloro-N4-[(4-chlorophenyl)(cyclopropyl)methyl]-6'-(6-fluoro-5-methoxy-1H-1,3-benzodiazol-2-yl)-N2-methanesulfonyl-[1,1'-biphenyl]-2,4-dicarboxamide